C1(CC1)C1=NN2C(C=CC(=C2)COC2=CC=CC(=N2)C2CCN(CC2)CC2=NC3=C(N2C[C@H]2OCC2)C=C(C=C3)C(=O)OC)=C1 (S)-methyl 2-((4-(6-((2-cyclopropylpyrazolo[1,5-a]pyridin-6-yl) methoxy) pyridin-2-yl) piperidin-1-yl) methyl)-1-((oxetan-2-yl) methyl)-1H-benzo[d]imidazole-6-carboxylate